disodium 4,4'-bis(2-morpholino-4-anilino-s-triazine-6-ylamino)stilbenedisulfonate O1CCN(CC1)C1=NC(=NC(=N1)NC1=CC=CC=C1)NC1=C(C(=C(C=C1)C=CC1=CC=C(C=C1)NC1=NC(=NC(=N1)N1CCOCC1)NC1=CC=CC=C1)S(=O)(=O)[O-])S(=O)(=O)[O-].[Na+].[Na+]